COC1=C(C=C2C=CN=CC2=C1)C1=CN=C(O1)[C@H](CCCCCC(CC)=O)NC(=O)C1=NOC2(C1)CCN(CC2)C (S)-N-(1-(5-(7-Methoxyisochinolin-6-yl)oxazol-2-yl)-7-oxononyl)-8-methyl-1-oxa-2,8-diazaspiro[4.5]dec-2-en-3-carboxamid